5-chloro-3-iodo-1-(tetrahydro-2H-pyran-2-yl)-1H-indazole-6-carbaldehyde ClC=1C=C2C(=NN(C2=CC1C=O)C1OCCCC1)I